C(=C)OCCCCCCCCCCCCCCCCCCCCCC behenyl vinyl ether